C1(CC1)CN1C(=CC2=CC=CC=C12)C1=NC2=C(N1CC=1C=NN(C1)C=1C=NC=CC1)C(=CC(=C2)C(=O)N2C1CCC(C2)[C@H]1N)OC (7R)-2-{2-[1-(cyclopropylmethyl)-1H-indol-2-yl]-7-methoxy-1-{[1-(pyridin-3-yl)-1H-pyrazol-4-yl]methyl}-1H-1,3-benzodiazole-5-carbonyl}-2-azabicyclo[2.2.1]heptan-7-amine